[Zr].[Sn].[Ag].[Pb] lead-silver-tin-zirconium